methyl 5-(3-((tert-butoxycarbonyl)amino)-3-(cyclopropoxymethyl)piperidin-1-yl)-2-(3,4-difluorophenyl)isonicotinate C(C)(C)(C)OC(=O)NC1(CN(CCC1)C1=CN=C(C=C1C(=O)OC)C1=CC(=C(C=C1)F)F)COC1CC1